1-(4-fluorophenyl)-2-methyl-6-oxo-1,6-dihydropyrimidine-5-carboxylic acid sodium salt [Na+].FC1=CC=C(C=C1)N1C(=NC=C(C1=O)C(=O)[O-])C